SC=1SC2=C(N1)C=C(C=C2)C(=O)O 2-mercapto-1,3-benzothiazole-5-carboxylic acid